NC1=NC(=C2N=CN(C2=N1)[C@H]1C[C@@H]([C@](O1)(CO)CC)O)OC (2R,3S,5R)-5-(2-amino-6-methoxy-9H-purin-9-yl)-2-ethyl-2-(hydroxymethyl)tetrahydrofuran-3-ol